N-(6-bromo-1,3-benzothiazol-2-yl)-2'-chloro-5'-methoxy-6-methyl-[4,4'-bipyridine]-3-carboxamide BrC1=CC2=C(N=C(S2)NC(=O)C=2C=NC(=CC2C2=CC(=NC=C2OC)Cl)C)C=C1